7-chloro-N-((4-chloro-6-methyl-2-oxo-1,2-dihydropyridin-3-yl)methyl)-2,4-dimethyl-2-(1-(2,2,2-trifluoroethyl)piperidin-4-yl)benzo[d][1,3]dioxole-5-carboxamide ClC1=CC(=C(C2=C1OC(O2)(C2CCN(CC2)CC(F)(F)F)C)C)C(=O)NCC=2C(NC(=CC2Cl)C)=O